[Si](C1=CC=CC=C1)(C1=CC=CC=C1)(C(C)(C)C)OCC[C@H](CCC)NC=1C2=C(N=C(N1)NC(OC)=O)C=NN2CC2=C(C=C(C=C2)CCl)OC methyl (S)-(7-((1-((tert-butyldiphenylsilyl)oxy)hexan-3-yl)amino)-1-(4-(chloromethyl)-2-methoxybenzyl)-1H-pyrazolo[4,3-d]pyrimidin-5-yl)carbamate